3-endo-(8-2-[(4,4-difluorocyclohexylmethyl)-((S)-2-hydroxypropionyl)-amino]ethyl-8-azabicyclo[3.2.1]oct-3-yl)-benzamide TFA salt OC(=O)C(F)(F)F.FC1(CCC(CC1)CN(CCN1C2CC(CC1CC2)C=2C=C(C(=O)N)C=CC2)C([C@H](C)O)=O)F